F[C@@H]1[C@H](CNC1)O (3S,4S)-4-fluoropyrrolidin-3-ol